C(C)C(C(=O)OCC=C)(CCC)C.C(C)C(C(=O)OC)(CCC)C allyl methyl di(2-ethyl methyl valerate)